FC1=C(C(=CC2=CC=C(C=C12)OCCNC)O)N1CC(NS1(=O)=O)=O 5-{1-fluoro-3-hydroxy-7-[2-(methylamino)ethoxy]naphthalen-2-yl}-1λ6,2,5-thiadiazolidine-1,1,3-trione